5-(5-methylthiophene-2-yl)-6-trifluoromethyl-1,2,4-triazazine-3-carboxylic acid CC1=CC=C(S1)C1=NN(NN=C1C(F)(F)F)C(=O)O